C12CNCC(CC1)N2C=2SC=1CN(CCC1N2)C(=O)OC2=CC=CC=C2 phenyl 2-(3,8-diazabicyclo[3.2.1]octan-8-yl)-6,7-dihydrothiazolo[5,4-c]pyridine-5(4H)-carboxylate